C(CCC)B1OC(C(N1C)C)C1=CC=CC=C1 2-butyl-3,4-dimethyl-5-phenyl-1,3,2-oxazaborolidine